C(CCCCCCCCCCCCCCCCC)(=O)N[C@@H](CO)[C@H](O)\C=C\CCCCCCCCCCCCC N-stearoylsphingosine